Cl.ClC=1C=C(C=CC1Cl)NN 3,4-Dichlorophenylhydrazine hydrochloride